ClC1=C(C(=C(N=N1)OC1=C(C(=CC=C1)Cl)F)C(=O)NCC(F)(F)C1=C(C=C(C=C1)C)C)C 6-chloro-3-(3-chloro-2-fluorophenoxy)-N-[2-(2,4-dimethylphenyl)-2,2-difluoroethyl]-5-methylpyridazine-4-carboxamide